2-amino-1-methylimidazole bromine salt [Br].NC=1N(C=CN1)C